C(CCCCCCCCCCCCCCCCCC)(=O)OCC(OC(CCCCCCCCCCCCCCCCCC)=O)COC(CCCCCCCCCCCCCCCCCC)=O glycerol tris(nonadecanoate)